OCC(=O)[C@@H](O)[C@@H](O)[C@@H](O)CO L-psicose